5-cyclohexyl-1,3-bis(α-hydroxyisopropyl)benzene C1(CCCCC1)C=1C=C(C=C(C1)C(C)(C)O)C(C)(C)O